BrC1=CC=C(C=C1)C=1NC2=C(C1)C=CC=C2 2-(4-bromophenyl)benzo[d]Azole